C(CCC)C=1C=C(C=C)C=CC1 m-butyl-styrene